3,3'-heptamethylenebis(5-tert-butyl-1H-1,2,4-triazole) C(C)(C)(C)C1=NC(=NN1)CCCCCCCC1=NNC(=N1)C(C)(C)C